4-fluoro-1-(((S)-oxetan-2-yl)methyl)-1H-imidazole-5-carbaldehyde FC=1N=CN(C1C=O)C[C@H]1OCC1